C(C)(=O)N1CCC(CC1)(C(=O)OC(C)(C)C)CCCCCCO tert-Butyl 1-acetyl-4-(6-hydroxyhexyl)-4-piperidinecarboxylate